ClC1=NC=CC(=C1C(C(OC)OC)=O)Cl 1-(2,4-dichloropyridin-3-yl)-2,2-dimethoxyethan-1-one